C(CCC)(=O)[O-].C(C)[NH+]1CCOCC1 N-ethylmorpholinium butyrate